2-amino-4-(4-fluoroanilino)-6-dimethylaminopyrimidine NC1=NC(=CC(=N1)NC1=CC=C(C=C1)F)N(C)C